(5-amino-2-(3-aminoprop-1-yn-1-yl)phenyl)methanethiol NC=1C=CC(=C(C1)CS)C#CCN